(2S)-2-(9H-fluoren-9-yl-methoxycarbonyl-amino)-3-[2-(trifluoromethyl)phenyl]propanoic acid C1=CC=CC=2C3=CC=CC=C3C(C12)N([C@H](C(=O)O)CC1=C(C=CC=C1)C(F)(F)F)C(=O)OC